CCCCCCCCCCCCCCCC/C=C\OC[C@H](COP(=O)(O)OC[C@@H](C(=O)O)N)OC(=O)CCCCCCCCCCCCCC 1-(1Z-octadecenyl)-2-pentadecanoyl-glycero-3-phosphoserine